C1(=CCC(CC1)(C(=C)C)O)C p-mentha-1,8-diene-4-ol